tert-butyl (1S,2R)-2-(2-hydroxyethyl)cyclopropanecarboxylate OCC[C@@H]1[C@H](C1)C(=O)OC(C)(C)C